8-fluoro-4-(5-methyl-1H-indazol-4-yl)-2-((1R,4R)-1-methyl-2-(2-propenoyl)-2,6-diazaspiro[3.4]octan-6-yl)-3-quinolinecarbonitrile FC=1C=CC=C2C(=C(C(=NC12)N1C[C@@]2(CN([C@@H]2C)C(C=C)=O)CC1)C#N)C1=C2C=NNC2=CC=C1C